NCCC(CCN)O 1,5-diamino-3-hydroxypentane